C(C)(C)(C)OC(N[C@@H](C)C=1N(N=C(N1)C1CC1)C1=NC=NC(=C1)C#N)=O N-[(1S)-1-[2-(6-cyanopyrimidin-4-yl)-5-cyclopropyl-1,2,4-triazol-3-yl]ethyl]-carbamic acid tert-butyl ester